CC=1CC(C(C(C1)C)C)C=O 3,5,6-Trimethyl-3-cyclohexen-carboxaldehyd